(2-acetyl-2-azaspiro[3.3]heptan-6-yl)oxyl-4-[(2R)-3-(3,4-dihydro-1H-isoquinolin-2-yl)-2-hydroxy-propyl]-2,3-dihydro-1,4-benzoxazepin-5-one C(C)(=O)N1CC2(C1)CC(C2)OC2OC1=C(C(N(C2)C[C@@H](CN2CC3=CC=CC=C3CC2)O)=O)C=CC=C1